[Cl-].[Cl-].[NH+]1=CC=CC=C1.[NH+]1=CC=CC=C1 Pyridinium dichloride